O1C(CCCC1)ONC(=O)C=1C=C(C=NC1)C=1C=C(C=CC1)CCCCCCCNC([O-])=O 3-(5-(((tetrahydro-2H-pyran-2-yl)oxy)carbamoyl)pyridin-3-yl)phenylheptylcarbamate